1-(2,4-difluorophenyl)-5-methoxy-3-methyl-1H-benzo[g]indazole FC1=C(C=CC(=C1)F)N1N=C(C2=CC(=C3C(=C12)C=CC=C3)OC)C